4-((6-(tert-butoxycarbonyl)-6-azaspiro[3.4]oct-2-yl)amino)-2-(2-(dimethylamino)ethoxy)benzoic acid C(C)(C)(C)OC(=O)N1CC2(CC(C2)NC2=CC(=C(C(=O)O)C=C2)OCCN(C)C)CC1